C1=C(C=CC2=CC=CC=C12)N(C1=CC=C(C=C1)C1=CC=C(N(C2=CC3=CC=CC=C3C=C2)C2=CC3=CC=CC=C3C=C2)C=C1)C1=CC2=CC=CC=C2C=C1 N,N,N',N'-tetra(2-naphthyl)benzidine